C1(CC1)C=1C(=NN(C1NC(O[C@@H](C(F)(F)F)C)=O)C)C1CC(C1)(F)F (R)-1,1,1-trifluoropropan-2-yl (4-cyclopropyl-3-(3,3-difluorocyclobutyl)-1-methyl-1H-pyrazol-5-yl)carbamate